(S)-N-((S)-1-(5-(2-Cyclopropylchinolin-6-yl)-1H-imidazol-2-yl)-7-oxononyl)-6-methyl-6-azaspiro[2.5]octan-1-carboxamid C1(CC1)C1=NC2=CC=C(C=C2C=C1)C1=CN=C(N1)[C@H](CCCCCC(CC)=O)NC(=O)[C@H]1CC12CCN(CC2)C